(1S,4R,12aS)-3,3-difluoro-7-hydroxy-6,8-dioxo-N-(2,4,6-trifluorobenzyl)-1,2,3,4,6,8,12,12a-octahydro-1,4-methanodipyrido[1,2-a:1',2'-d]pyrazine-9-carboxamide FC1(C[C@H]2[C@@H]3N(C(C=4N(C3)C=C(C(C4O)=O)C(=O)NCC4=C(C=C(C=C4F)F)F)=O)[C@@H]1C2)F